C(#N)C1=CC=C2C=CN(C2=C1)CC1=CC=C(S1)C(=O)OC Methyl 5-((6-cyano-1H-indol-1-yl)methyl)thiophene-2-carboxylate